4-acetyl-N-(3-(1,1-difluoropropyl)phenyl)-5-(4-methoxyphenyl)-1H-pyrazole C(C)(=O)C=1C=NN(C1C1=CC=C(C=C1)OC)C1=CC(=CC=C1)C(CC)(F)F